OC(=O)C(F)(F)F.CC1=C(C(NC(=C1)C)=O)CC1=C(C(=C(C(=O)N)C=C1C1=CC=NC=C1)C)N(CC)C1CCC(CC1)N(C)C (4,6-dimethyl-2-oxo-1,2-dihydropyridin-3-yl)methyl-3-(((1r,4r)-4-(dimethylamino)cyclohexyl)(ethyl)amino)-2-methyl-5-(pyridin-4-yl)-benzamide TFA salt